O=C1CC2CN(CC(C1)C2)C(=O)OC(C)(C)C tert-butyl 7-oxo-3-azabicyclo[3.3.1]nonane-3-carboxylate